N-octadecyl-N-hexadecyl-toluylammonium [tetrakis(perfluorophenyl) borate] FC1=C(C(=C(C(=C1F)F)F)F)[B-](C1=C(C(=C(C(=C1F)F)F)F)F)(C1=C(C(=C(C(=C1F)F)F)F)F)C1=C(C(=C(C(=C1F)F)F)F)F.C(CCCCCCCCCCCCCCCCC)[NH+](CCCCCCCCCCCCCCCC)C1=C(C=CC=C1)C